3,4-dihydroxy-α-(methylaminomethyl)benzyl alcohol OC=1C=C(C(CNC)O)C=CC1O